6'-(2-(1-(2,2-Difluoroethyl)-1H-pyrazol-4-yl)pyrimidin-4-yl)-N4'-(4-fluorocyclohexyl)-5-((1-methylpiperidin-4-yl)oxy)-[2,3'-bipyridine]-4',6'-diamine FC(CN1N=CC(=C1)C1=NC=CC(=N1)C1(C=C(C(=CN1)C1=NC=C(C=C1)OC1CCN(CC1)C)NC1CCC(CC1)F)N)F